2H-benzo[b][1,4]oxazine-4(3H)-carboxylic acid tert-butyl ester C(C)(C)(C)OC(=O)N1C2=C(OCC1)C=CC=C2